O.[Na+].C(C)N(C1=CC(=CC(=C1)C)C)CC(CS(=O)(=O)[O-])O N-ethyl-N-(2-hydroxy-3-sulfopropyl)-3,5-dimethylaniline sodium salt monohydrate